1,3-di(3,3,3-trifluoropropyl)tetramethyldisilazane FC(CC[Si](N[Si](CCC(F)(F)F)(C)C)(C)C)(F)F